Cl.FC=1C=2N(C=C(C1)C1=CC=3N=CN(C(C3S1)=O)[C@@H]1C[C@@H](NCC1)C)C=C(N2)C 6-{8-fluoro-2-methylimidazo[1,2-a]pyridin-6-yl}-3-[(cis)-2-methylpiperidin-4-yl]thieno[3,2-d]pyrimidin-4-one hydrochloride